BrC1=C2C(=C3C(=NC(=NC3=C1)Cl)N1CCOCCC1)NN=C2 4-(4-bromo-7-chloro-1H-pyrazolo[3,4-f]quinazolin-9-yl)-1,4-oxazepane